ClC=1C=CC(=NC1Cl)NC(=O)N1C2CC=3C(=CNC(C3)=O)C1CC2 (±)-N-(5,6-dichloropyridin-2-yl)-3-oxo-3,5,6,7,8,9-hexahydro-2H-6,9-epiminocyclohepta[c]pyridine-10-carboxamide